N-(2-methoxybenzyl)prop-2-en-1-amine COC1=C(CNCC=C)C=CC=C1